NC1=C(C=C(C(=O)NC=2C(N(C=CC2)C2(CC2)C(N[C@@H]2[C@H](OC(C2)=O)OCC)=O)=O)C=C1)F 4-amino-N-(1-(1-(((2S,3S)-2-ethoxy-5-oxotetrahydrofuran-3-yl)carbamoyl)cyclopropyl)-2-oxo-1,2-dihydropyridin-3-yl)-3-fluorobenzamide